4,6-dichloroquinolin-7-ol ClC1=CC=NC2=CC(=C(C=C12)Cl)O